C(#N)C1=C(C=C(OC2C(C(C2(C)C)NC(C2=CC=C(C=C2)CCCCCCN2CCC(CC2)N2C=CC3=C(C=CC=C23)N2C(NC(CC2)=O)=O)=O)(C)C)C=C1)C(F)(F)F N-((1r,3r)-3-(4-Cyano-3-(trifluoromethyl)phenoxy)-2,2,4,4-tetramethylcyclobutyl)-4-(6-(4-(4-(2,4-dioxotetrahydropyrimidin-1(2H)-yl)-1H-indol-1-yl)piperidin-1-yl)hexyl)benzamide